C(C(=C)CC(=O)O)(=O)O.C(C(=C)CC(=O)O)(=O)O.C(C(CC)O)O 1,2-butanediol diitaconate